tert-butyl 9-((1s,4s)-4-(5-amino-6-methoxy-2H-indazol-2-yl) cyclohexyl)-3,9-diazaspiro[5.5]undecane-3-carboxylate NC1=CC2=CN(N=C2C=C1OC)C1CCC(CC1)N1CCC2(CCN(CC2)C(=O)OC(C)(C)C)CC1